C1(CCC1)NC=1C2=C(N=C(N1)NC1=C(C=C(C=C1)S(=O)(=O)C)OC)NC=C2C#N 4-(cyclobutylamino)-2-((2-methoxy-4-(methylsulfonyl)phenyl)amino)-7H-pyrrolo[2,3-d]pyrimidine-5-carbonitrile